2'-hydroxypropiophenone OC1=C(C=CC=C1)C(CC)=O